[C@H]12CN(C[C@H](CC1)N2)C=2C1=C(N=C(N2)N2CC3(CCN3)C2)C(=C(N=C1)C1=CC=CC2=CC=CC(=C12)Cl)F 4-((1R,5S)-3,8-diazabicyclo[3.2.1]octan-3-yl)-7-(8-chloronaphthalen-1-yl)-8-fluoro-2-(1,6-diazaspiro[3.3]heptan-6-yl)pyrido[4,3-d]pyrimidine